3-(2-fluorobenzylidene)-5-(3-pyridyl)-N-(4-nitrobenzenesulfonyl)-4-piperidone FC1=C(C=C2CN(CC(C2=O)C=2C=NC=CC2)S(=O)(=O)C2=CC=C(C=C2)[N+](=O)[O-])C=CC=C1